2,5-bis[tribromomethyl]imidazole BrC(C=1NC(=CN1)C(Br)(Br)Br)(Br)Br